COC=1C=C2C(=NC=NC2=CC1OC)OC1=CC=CC2=C1C(=C(O2)C)C(=O)NC (6,7-dimethoxyquinazolin-4-yloxy)-N,2-dimethylbenzofuran-3-carboxamide